ClC1=NCC(N(C2=C1C=C(C=C2)Cl)CC2=CC=C(C=C2)OC)=O 5,7-dichloro-1-[(4-methoxyphenyl)methyl]-3H-1,4-benzodiazepine-2-One